C1CC12OCCN(C2)C2=NC=1N(C=C2)N=CC1C(=O)O 5-(4-Oxa-7-azaspiro[2.5]oct-7-yl)pyrazolo[1,5-a]pyrimidine-3-carboxylic acid